ClC=1C(=C2C(=NC1)NC=C2C(=O)C2=C(C=C(C=C2)OC2=C(C=CC=C2)F)Cl)N[C@H]2CO[C@@H](CC2)CO (5-chloro-4-(((3R,6S)-6-(hydroxymethyl)tetrahydro-2H-pyran-3-yl)amino)-1H-pyrrolo[2,3-b]pyridin-3-yl)(2-chloro-4-(2-fluorophenoxy)phenyl)methanone